Methyl 2-[6-(1,1-difluoroethyl) pyridin-3-yl]-5-({[1-(3,4-difluorophenyl) cyclopropyl] carbonyl} amino)benzoate FC(C)(F)C1=CC=C(C=N1)C1=C(C(=O)OC)C=C(C=C1)NC(=O)C1(CC1)C1=CC(=C(C=C1)F)F